N-(5-((3-cyano-6-(4-(4-cyclopropylpiperazin-1-yl)phenyl)pyrazolo[1,5-a]pyridin-4-yl)oxy)pyridin-2-yl)acrylamide C(#N)C=1C=NN2C1C(=CC(=C2)C2=CC=C(C=C2)N2CCN(CC2)C2CC2)OC=2C=CC(=NC2)NC(C=C)=O